O(C1=CC=CC=C1)C1=CC=C(C(=N1)CO)N1C[C@H](CC1)OC1=NC=C(C=C1)C(F)(F)F (S)-(6-phenoxy-3-(3-(5-(trifluoromethyl)pyridin-2-yloxy)pyrrolidin-1-yl)pyridin-2-yl)methanol